1-Benzyl 2-methyl 2-(2-(epoxypropan-2-yl)ethyl)pyrroline-1,2-dicarboxylate CC1(CO1)CCC1(N(CCC1)C(=O)OCC1=CC=CC=C1)C(=O)OC